BrC=1C(NC=C(N1)Br)=O 3,5-dibromo-1,2-dihydropyrazin-2-one